C(CCCCCCCCCCCCCCCCCCCCC)CCCCCCCCCCCCOC1=CC=2C(C3=CC=CC=C3C2C=C1)(Br)C1=CC(=CC=C1)F 2-(12-Behenyl-dodecyloxy)-9-(3-fluorophenyl)-9-bromofluorene